CC(CO)=CCC1C(C(=CC1)C)(C)C 2-methyl-4-(2,2,3-trimethyl-3-cyclopenten-1-yl)-2-buten-1-ol